5-(2,4-difluorophenoxy)pyridin-2-amine FC1=C(OC=2C=CC(=NC2)N)C=CC(=C1)F